3-nitro-1,4-diphenyl-1-butanone [N+](=O)([O-])C(CC(=O)C1=CC=CC=C1)CC1=CC=CC=C1